(R)-3-methyl-4-(6-(1-methyl-1H-pyrazol-5-yl)-2-(1H-pyrrolo[2,3-b]pyridin-4-yl)pyrido[2,3-d]pyrimidin-4-yl)morpholine C[C@H]1N(CCOC1)C=1C2=C(N=C(N1)C1=C3C(=NC=C1)NC=C3)N=CC(=C2)C2=CC=NN2C